ClC1=CC=2C(=C3CC(CCN3C2N=C1)N1C(CC(C1)(C)C)=O)C 1-(3-chloro-5-methyl-6,7,8,9-tetrahydropyrido[3,2-b]indolizin-7-yl)-4,4-dimethyl-2-oxopyrrolidin